ethyl-2-[3-(4-fluorophenyl)-1-methyl-1H-pyrazol-5-yl]acetic acid C(C)C(C(=O)O)C1=CC(=NN1C)C1=CC=C(C=C1)F